(E)-3-(9-oxo-2-(trifluoromethyl)-9H-indeno[2,1-d]pyrimidine-7-yl)acrylonitrile O=C1C=2C=C(C=CC2C2=C1N=C(N=C2)C(F)(F)F)/C=C/C#N